2,2'-di-(diphenylphosphinomethyl)-1,1-biphenyl C1(=CC=CC=C1)P(C1=CC=CC=C1)CC1=C(C=CC=C1)C1=C(C=CC=C1)CP(C1=CC=CC=C1)C1=CC=CC=C1